(1S,2S)-2-(4-{7-Cyclopropyl-5-[(1R)-1-methyl-1,2,3,4-tetrahydroisoquinoline-2-carbonyl]pyrazolo[1,5-a]pyrimidin-2-yl}-3-fluorophenyl)-N-(prop-2-en-1-yl)cyclopropane-1-carboxamide C1(CC1)C1=CC(=NC=2N1N=C(C2)C2=C(C=C(C=C2)[C@@H]2[C@H](C2)C(=O)NCC=C)F)C(=O)N2[C@@H](C1=CC=CC=C1CC2)C